methyl 5,7-dichloro-2-(cyclopropylmethyl)-1-oxo-3,4-dihydroisoquinoline-6-carboxylate ClC1=C2CCN(C(C2=CC(=C1C(=O)OC)Cl)=O)CC1CC1